C(C=C)OC(=O)C(C)(C)OC(C1=C(C=CC(=C1)N1C(N(C(=CC1=O)C(F)(F)F)C)=O)Cl)=O 2-Chloro-5-(3-methyl-2,6-dioxo-4-trifluoromethyl-3,6-dihydro-2H-pyrimidin-1-yl)-benzoic acid-1-allyloxycarbonyl-1-methylethyl ester